C(C)(C)(C)C1=C(C(=CC(=C1)CCO)N1N=C2C(=N1)C=CC(=C2)Cl)O 2-(tert-butyl)-6-(5-chloro-2H-benzo[d][1,2,3]triazol-2-yl)-4-(2-hydroxyethyl)phenol